COC(=O)C1=CC2=C(N=CN2C[C@H]2OCC2)S1 1-[[(2S)-oxetan-2-yl]methyl]thieno[2,3-d]imidazole-5-carboxylic acid methyl ester